2-(4-(6-bromo-8-fluoroquinolin-2-yl)cyclohexyl)propan-2-ol BrC=1C=C2C=CC(=NC2=C(C1)F)C1CCC(CC1)C(C)(C)O